(4S)-1-(1-(4-nitrophenyl)ethyl)-4-(trifluoromethyl)imidazolidin-2-one [N+](=O)([O-])C1=CC=C(C=C1)C(C)N1C(N[C@@H](C1)C(F)(F)F)=O